[Cl-].[N+](=O)([O-])[O-].[Bi+2] Bismuth nitrate, chloride salt